FC1=CC=C(C=C1)C(CC(C#N)C#N)=O [2-(4-Fluorophenyl)-2-oxoethyl]propanedinitrile